cyclotridec-5-ene-10,13-dione C1CCCC=CCCCC(CCC1=O)=O